C(C1=CC=CC=C1)N1CN=CC=C1 N-benzyl-pyrimidine